N1(CCCCC1)CCCNC(OC(COCCCCCCCC\C=C/C\C=C/CCCCC)C(COCCCCCCCC\C=C/C\C=C/CCCCC)OC(NCCCN1CCCCC1)=O)=O 1,4-bis(((9Z,12Z)-octadeca-9,12-dien-1-yl)oxy)butane-2,3-diyl bis((3-(piperidin-1-yl)propyl)carbamate)